8-acetyl-3,6-dimethyl-2-[rac-(1R,5S)-6-amino-3-azabicyclo[3.1.0]hexan-3-yl]quinazolin-4-one C(C)(=O)C=1C=C(C=C2C(N(C(=NC12)N1C[C@@H]2C([C@@H]2C1)N)C)=O)C |r|